(2S)-4,4-Difluoro-N-{4-[5-fluoro-3-(4-fluoropyridin-2-yl)-1H-pyrrolo[3,2-b]pyridin-2-yl]pyridin-2-yl}-2-(4-fluorophenyl)butanamid FC(C[C@H](C(=O)NC1=NC=CC(=C1)C1=C(C2=NC(=CC=C2N1)F)C1=NC=CC(=C1)F)C1=CC=C(C=C1)F)F